N-(phenylthio)phthalimide C1=CC=C(C=C1)SN2C(=O)C3=CC=CC=C3C2=O